tert-butyl 3-(8-(2-(((tert-butyldimethylsilyl)oxy)methyl)thieno[3,2-b]pyridin-7-yl)-6-chloro-3,4-dihydroquinolin-1(2H)-yl)pyrrolidine-1-carboxylate [Si](C)(C)(C(C)(C)C)OCC1=CC2=NC=CC(=C2S1)C=1C=C(C=C2CCCN(C12)C1CN(CC1)C(=O)OC(C)(C)C)Cl